BrC1=CC(=C(C=C1)C1=CC=C(C=C1)Cl)C(C1CCN(CC1)C1=CC=C(C(=O)OC)C=C1)O methyl 4-(4-((4-bromo-4'-chloro-[1,1'-biphenyl]-2-yl)(hydroxy)methyl)piperidin-1-yl)benzoate